CC1=NC2=CN=CC=C2C=C1 2-methyl-1,7-naphthyridine